C(C(=C)C)(=O)OC(C(CC)(CCCC)CC)OC(C(=C)C)=O 2-ethyl-2-butylbutanediol dimethacrylate